ClN1CCC2(CC1)C1=CC=CC=C1N1C2=NC(C=2C=CC=CC12)=O chloro-5H-spiro[indolo[1,2-a]quinazoline-7,4'-piperidin]-5-one